C(C)(C)(C)OC(=O)N[C@@H](CO)C(=O)NC(CCS(=O)(=O)[O-])([2H])[2H].[Na+] sodium 3-((N-tert-butoxycarbonyl-L-serinyl) amino)-3,3-dideutero-1-propanesulfonate